FC1(C(C=2C=3C1(CC(C3C(=CC2)OC=2C=NC=C(C2)F)O)O)(F)F)F 3,3,4,4-tetrafluoro-7-((5-fluoropyridin-3-yl)oxy)-1,2,3,4-tetrahydro-2aH-cyclopenta[cd]indene-1,2a-diol